COC1=CC(=CC2=C1OC(CO2)C2=CC=C(C=C2)OC)CN2C=NC=1C2=NC=C(C1)C=1N=CN(C1)C 3-((8-methoxy-2-(4-methoxyphenyl)-2,3-dihydrobenzo[b][1,4]dioxin-6-yl)methyl)-6-(1-methyl-1H-imidazol-4-yl)-3H-imidazo[4,5-b]pyridine